BrC=1C=CC2=C(C(C3=C(OC2)C=C(C(=C3)OC)OC)=O)C1 9-bromo-2,3-dimethoxydibenz[b,e]oxepin-11(6H)-one